Cl.CN1C(C2=CC=CC=C2C=N1)=O 2-methylphthalazin-1(2H)-one hydrochloride